OC(CC=O)C 3-hydroxybutyraldehyde